(S)-N-(4-amino-2-methyl-5-nitrophenyl)-N-methyl-2-morpholinopropanamide NC1=CC(=C(C=C1[N+](=O)[O-])N(C([C@H](C)N1CCOCC1)=O)C)C